NC1=C(SC=C1C)N(C(C)=O)C1CCCC1 N-(3-amino-4-methylthiophen-2-yl)-N-cyclopentylacetamide